C(C1=CC=CC=C1)N1CCC(CC1)O 1-benzyl-piperidine-4-ol